trans-2-((phenylmethyloxy)methyl)-5-methoxy-5-methyltetrahydro-2H-pyran C1(=CC=CC=C1)COC[C@@H]1OC[C@@](CC1)(C)OC